4,4'-methylenebis(2,6-diisopropyl-cyclohexaneamine) C(C1CC(C(C(C1)C(C)C)N)C(C)C)C1CC(C(C(C1)C(C)C)N)C(C)C